C(=O)(OC(C)(C)C)C1=C(C2=CC=CC=C2C(=C1)F)O Boc-4-fluoronaphthol